1-(2-((4-(Ethylsulfonyl)benzyl)oxy)-5-(isoindolin-2-ylmethyl)phenyl)ethan-1-one C(C)S(=O)(=O)C1=CC=C(COC2=C(C=C(C=C2)CN2CC3=CC=CC=C3C2)C(C)=O)C=C1